N1=C(N=CC=C1)N1C(C2=C(CC1)N=CS2)=O 5-pyrimidin-2-yl-6,7-dihydrothiazolo[5,4-c]pyridine-4-one